N-(1-(3-chlorophenyl)-2-hydroxyethyl)-1H-pyrrole-3-amide ClC=1C=C(C=CC1)C(CO)NC(=O)C1=CNC=C1